Cl.C(C)OC(C)=N ethylacetimidate hydrochloride